3-fluoro-5-formyl-4-hydroxy-N-(2-(pyrrolidin-1-yl)thiazol-5-yl)benzamide FC=1C=C(C(=O)NC2=CN=C(S2)N2CCCC2)C=C(C1O)C=O